Ethyl 6-methyl-2-(2-{[7-(5-methyl-1,2,4-oxadiazol-3-yl)isoquinolin-1-yl]amino}ethyl)-1H-imidazo[4,5-b]pyridine-5-carboxylate CC=1C=C2C(=NC1C(=O)OCC)N=C(N2)CCNC2=NC=CC1=CC=C(C=C21)C2=NOC(=N2)C